4-(prop-2-yn-1-yl)morpholin-3-one C(C#C)N1C(COCC1)=O